2-(3-(2-((1-Methyl-1H-pyrazol-4-yl)amino)pyrimidin-4-yl)-8-azabicyclo[3.2.1]oct-2-en-8-yl)-2-oxo-N-(2,2,2-trifluoroethyl)acetamide CN1N=CC(=C1)NC1=NC=CC(=N1)C1=CC2CCC(C1)N2C(C(=O)NCC(F)(F)F)=O